S1C(=CC2=C1C=CC=C2)B(O)O 1-benzothiophene-2-boronic acid